OC(CCC)C1=CC(=C(C=N1)C1=C2C(=C3C=C(N=CC3=C1)NC(=O)C1CC1)N(C=N2)C)C N-(4-(6-(1-Hydroxybutyl)-4-methylpyridin-3-yl)-1-methyl-1H-imidazo[4,5-f]isoquinolin-8-yl)cyclopropanecarboxamide